triethylmonomethoxysilane C(C)[Si](OC)(CC)CC